3-[1,2,3,6-tetrahydropyridin-2-yl]pyridine N1C(CC=CC1)C=1C=NC=CC1